1-(4-chloro-6-methylpyrimidin-2-yl)-3-(isoquinolin-6-yl)urea ClC1=NC(=NC(=C1)C)NC(=O)NC=1C=C2C=CN=CC2=CC1